2-(5-(naphthalen-2-yl)-4-(4-sulfamoylbenzyl)-1H-pyrazol-1-yl)thiazole-4-carboxylic acid C1=C(C=CC2=CC=CC=C12)C1=C(C=NN1C=1SC=C(N1)C(=O)O)CC1=CC=C(C=C1)S(N)(=O)=O